N'-(2-chloro-5-methyl-4-(3-((2-methylbenzyl)oxy)oxetan-3-yl)phenyl)-N-ethyl-N-methylformimidamide ClC1=C(C=C(C(=C1)C1(COC1)OCC1=C(C=CC=C1)C)C)N=CN(C)CC